CC1=C(C=CC=C1C)NS(=O)(=O)C1=CC=C(C(=O)NC=2C=C(C(=O)N(C)C)C=CC2)C=C1 3-(4-(N-(2,3-dimethylphenyl)sulfamoyl)benzamido)-N,N-dimethylbenzamide